ClC=1C=C2CC[C@H](C2=CC1)N1N=NC(=C1)CN(C1=C2C(N(C(C2=CC=C1)=O)C1C(NC(CC1)=O)=O)=O)C 4-(((1-((R)-5-Chloro-2,3-dihydro-1H-inden-1-yl)-1H-1,2,3-triazol-4-yl)methyl)(methyl)amino)-2-(2,6-dioxopiperidin-3-yl)isoindoline-1,3-dione